8-fluoro-7-(5-fluoroquinolin-8-yl)-N-methylquinazolin-4-amine FC=1C(=CC=C2C(=NC=NC12)NC)C=1C=CC(=C2C=CC=NC12)F